COC1=CC=C(C=C1)C(OC[C@@H]1[C@H]([C@H]([C@@H](O1)CCCNC(CCCCCCCCCCCCCC1CC1)=O)OC)OP(N(C(C)C)C(C)C)OCCC#N)(C1=CC=CC=C1)C1=CC=C(C=C1)OC N-{3-[(2S,3S,4R,5R)-5-{[bis(4-methoxyphenyl)(phenyl)methoxy]methyl}-4-{[(2-cyanoethoxy)(diisopropylamino)phosphanyl]oxy}-3-methoxyoxolan-2-yl]propyl}-14-cyclopropyltetradecanamide